1-(4-(Bromomethyl)-3-fluoropyridin-2-yl)dihydropyrimidine-2,4(1H,3H)-dione BrCC1=C(C(=NC=C1)N1C(NC(CC1)=O)=O)F